C(#N)N1[C@H]2[C@@H](C[C@@H]1CC2)NC(=O)C=2C=C1C=CN(C1=CC2)C2=NC(=CC=C2)C N-((1R,2R,4S)-7-cyano-7-azabicyclo[2.2.1]heptan-2-yl)-1-(6-methyl-2-pyridinyl)-1H-indole-5-carboxamide